8-fluoro-6-((S)-2-((3aS,5S,6aR)-5-(2-fluorophenoxy)-3a-hydroxycyclopenta[c]pyrrol-2(1H)-yl)-1-hydroxyethyl)-3,4-dihydroquinolin-2(1H)-one FC=1C=C(C=C2CCC(NC12)=O)[C@@H](CN1CC=2[C@](C1)(C=C(C2)OC2=C(C=CC=C2)F)O)O